FC(COC(C)CCCCCCCCCC)(F)F 2-(2',2',2'-trifluoroethoxy)n-dodecane